C(C)(C)(C)OC(=O)N1[C@@H](CCC1)CN1N=C(C=C1C(=O)OCC)C(C)(C)C Ethyl (S)-1-((1-(tert-butoxycarbonyl) pyrrolidin-2-yl) methyl)-3-(tert-butyl)-1H-pyrazole-5-carboxylate